2-(4-fluorophenyl)-5-[3-(pyrrolidin-1-yl)azetidin-1-yl]-3H-imidazo[4,5-b]Pyridine FC1=CC=C(C=C1)C1=NC=2C(=NC(=CC2)N2CC(C2)N2CCCC2)N1